3-((3-(8-(1-propenylpiperidin-3-yl)quinazolin-6-yl)phenyl)amino)benzonitrile C(=CC)N1CC(CCC1)C=1C=C(C=C2C=NC=NC12)C=1C=C(C=CC1)NC=1C=C(C#N)C=CC1